C1(CC1)C1=NN2C(C(N([C@@H](CC2)C)C2CC3(CN(C3)S(=O)(=O)C3=C(C=CC=C3)F)C2)=O)=C1 (6R)-2-cyclopropyl-5-[2-(2-fluorophenyl)sulfonyl-2-azaspiro[3.3]heptan-6-yl]-6-methyl-7,8-dihydro-6H-pyrazolo[1,5-a][1,4]diazepin-4-one